3-methyl-6-piperazin-1-yl-1,3-benzoxazol-2-one hydrochloride Cl.CN1C(OC2=C1C=CC(=C2)N2CCNCC2)=O